BrC=1C=C(C=CC1OC(F)(F)F)C=1COCC1 3-(3-bromo-4-(trifluoromethoxy)phenyl)-2,5-dihydrofuran